C(C)(C)(C)C1=C(C(=CC(=C1)C)N(CCCOC)C1=C(C=CC=C1)C1=C(C=CC(=C1)C)NC(C)C)O 2-tert-butyl-6-((2'-(isopropylamino)-5'-methyl-[1,1'-biphenyl]-2-yl)(3-methoxypropyl)amino)-4-methylphenol